7-(5-benzylthiophen-2-yl)-3-[3,5-di-O-(p-toluoyl)-2-deoxy-l-β-D-ribofuranosyl]-3H-imidazo[4,5-b]pyridine C(C1=CC=CC=C1)C1=CC=C(S1)C1=C2C(=NC=C1)N(C=N2)[C@H]2C[C@H](OC(=O)C1=CC=C(C=C1)C)[C@H](O2)COC(=O)C2=CC=C(C=C2)C